C(C1=CC=CC=C1)(=O)OC[C@]1(O[C@H](C=C1)N1C(NC(C(=C1)F)=O)=O)C#C ((2R,5R)-2-ethynyl-5-(5-fluoro-2,4-dioxo-3,4-dihydropyrimidin-1(2H)-yl)-2,5-dihydrofuran-2-yl)methyl benzoate